6-{4-[4-(1,3-Dioxolan-2-yl)pyridin-2-yl]-2,3-dihydroindol-1-yl}-N-[(1R,2R)-2-methoxycyclobutyl]-8-{[(4-methoxyphenyl)methyl](methyl)amino}imidazo[1,2-b]pyridazine-3-carboxamide O1C(OCC1)C1=CC(=NC=C1)C1=C2CCN(C2=CC=C1)C=1C=C(C=2N(N1)C(=CN2)C(=O)N[C@H]2[C@@H](CC2)OC)N(C)CC2=CC=C(C=C2)OC